(1R,4r)-4-{[5-(5-oxo-4,5-dihydro-1,3,4-oxadiazol-2-yl)-2-(trifluoromethyl)anilino]methyl}cyclohexane-1-carboxylic acid tert-butyl ester C(C)(C)(C)OC(=O)C1CCC(CC1)CNC1=C(C=CC(=C1)C=1OC(NN1)=O)C(F)(F)F